N-((6-fluoropyridin-2-yl)methyl)-5-(5-methoxypyridin-3-yl)-3-methyl-N-(3-(methylamino)-3-oxopropyl)benzo[b]thiophene-2-carboxamide FC1=CC=CC(=N1)CN(C(=O)C1=C(C2=C(S1)C=CC(=C2)C=2C=NC=C(C2)OC)C)CCC(=O)NC